(11E)-11,13-tetradecadien-1-yl acetate C(C)(=O)OCCCCCCCCCC\C=C\C=C